(6S)-5-(2-methoxybutanoyl)-N-((S)-3-oxo-1-((S)-2-oxopyrrolidin-3-yl)-4-(trifluoromethoxy)butan-2-yl)-5-azaspiro[2.4]heptane-6-carboxamide COC(C(=O)N1CC2(CC2)C[C@H]1C(=O)N[C@@H](C[C@H]1C(NCC1)=O)C(COC(F)(F)F)=O)CC